C(CN1C(=NC2=C1C=CC(=C2OC)C(=O)N)C2=C(C=C(C=C2)Cl)C=2N=NNN2)N2C(=NC1=C2C=CC(=C1OC)C(=O)N)C1=C(C=C(C=C1)Cl)C=1N=NNN1 1,1'-(Ethane-1,2-diyl)bis(2-(4-chloro-2-(2H-tetrazol-5-yl)phenyl)-4-methoxy-1H-benzo[d]imidazole-5-carboxamide)